C1(CC1)C1=NC=NC(=C1C1=NC=C(C(=N1)NCC1=CC=C(C=C1)N1N=C(C=C1C)C(F)(F)F)N)OC 2-(4-cyclopropyl-6-methoxypyrimidin-5-yl)-N4-({4-[5-methyl-3-(trifluoromethyl)-1H-pyrazol-1-yl]phenyl}methyl)pyrimidine-4,5-diamine